BrC1=CC=C(C=C1)C=1N(C(=C(N1)C1=NC2=C(N1C)C=C1C(=C2)OC(C(O1)(F)F)(F)F)S(=O)(=O)CC)C 2-[2-(4-Bromophenyl)-5-(ethylsulfonyl)-1-methyl-1H-imidazol-4-yl]-6,6,7,7-tetrafluoro-1-methyl-6,7-dihydro-1H-[1,4]dioxino[2,3-f]benzimidazol